2-[1-[6-Fluoro-2-(1H-indol-2-yl)-4-oxo-chromen-8-yl]ethyl-amino]benzoic acid FC=1C=C2C(C=C(OC2=C(C1)C(C)NC1=C(C(=O)O)C=CC=C1)C=1NC2=CC=CC=C2C1)=O